NC1=C(C=C(C=C1)Cl)C1=CC(N2C(CC3(C2=C1)C(C3)[Si](C)(C)C)C(=O)OCC)=O ethyl 7'-(2-amino-5-chlorophenyl)-5'-oxo-2-(trimethylsilyl)-2',3'-dihydro-5'H-spiro[cyclopropane-1,1'-indolizine]-3'-carboxylate